4-iodo-3-cyclohexanecarboxylic acid IC1C(CCCC1)C(=O)O